3-(3-Chloro-4-fluorophenyl)-1-(4-(methylamino)phenyl)-1-((6,7,8,9-tetrahydro-5H-[1,2,4]triazolo[4,3-a]azepin-3-yl)methyl)urea ClC=1C=C(C=CC1F)NC(N(CC1=NN=C2N1CCCCC2)C2=CC=C(C=C2)NC)=O